[Zn].C(CCCC(=O)O)(=O)O glutaric acid Zinc